(R)-1'-(5-((3-chloropyridin-4-yl)thio)-1H-imidazo[4,5-b]pyrazin-2-yl)-3H-spiro[benzofuran-2,4'-piperidin]-3-amine ClC=1C=NC=CC1SC=1N=C2C(=NC1)NC(=N2)N2CCC1(CC2)OC2=C([C@H]1N)C=CC=C2